4-((2R,3R,4S,5R)-3,4-dihydroxy-5-(hydroxymethyl)tetrahydrofuran-2-yl)-6-fluoro-3-oxo-3,4-dihydropyrazine-2-carboxamide O[C@H]1[C@@H](O[C@@H]([C@H]1O)CO)N1C(C(=NC(=C1)F)C(=O)N)=O